NC1=CC=C(C=N1)C=CC(=O)N 3-(6-aminopyridin-3-yl)prop-2-enamide